IC=1C(=C(C(=C(O)C1)I)I)C(C)(C)C1=CC=C(C=C1)O triiodobisphenol a